NC=1C=C(C=CC1Cl)C=1C=NN(C1)CC(=O)OC(C)(C)C tert-Butyl 2-(4-(3-amino-4-chlorophenyl)-1H-pyrazol-1-yl)acetate